C(C)(=O)C1=C2C(C(=C(OC2=CC=C1C)N1CCC(CC1)(C)C)C)=O acetyl-2-(4,4-dimethylpiperidin-1-yl)-3,6-dimethyl-4H-chromen-4-one